tert-Butyl N-[2-[2-(2-[[2-(2,6-dioxopiperidin-3-yl)-1,3-dioxo-2,3-dihydro-1H-isoindol-5-yl]amino]ethoxy)ethoxy]ethyl]carbamate trifluoroacetate FC(C(=O)O)(F)F.O=C1NC(CCC1N1C(C2=CC=C(C=C2C1=O)NCCOCCOCCNC(OC(C)(C)C)=O)=O)=O